F[C@@H](C1=CC2=CC(=CC=C2C=C1)C(=O)OC1=C(C(=C(C(=C1F)F)F)F)F)P(O)(O)=O (R)-(fluoro(7-((perfluorophenoxy)carbonyl)naphthalen-2-yl)methyl)phosphonic acid